4-amino-3-(4-bromophenyl)-1-(4-hydroxycyclohexyl)-1,6-dihydro-7H-pyrazolo[3,4-d]pyridazin-7-one NC=1C2=C(C(NN1)=O)N(N=C2C2=CC=C(C=C2)Br)C2CCC(CC2)O